C(C1=CC=CC=C1)OC1=CC=C(C=C1)CC(=N)NC(OC(C)(C)C)=O Tert-butyl (2-(4-(benzyloxy)phenyl)-1-iminoethyl)carbamate